3-[3-[[4-[3-(difluoromethyl)-4-nitro-pyrazol-1-yl]cyclohexyl]methoxy]propoxy]propanenitrile FC(C1=NN(C=C1[N+](=O)[O-])C1CCC(CC1)COCCCOCCC#N)F